N1=C(N=CC(=C1)[C@H]1[C@@H](C1)C=1C=C(C2=C(N(C(=N2)C)C(C)C)C1)F)C1=NC=CC=N1 trans-6-(2-([2,2'-bipyrimidin]-5-yl)cyclopropyl)-4-fluoro-1-isopropyl-2-methyl-1H-benzo[d]imidazole